C1(CCCC1)NC1=NC(=NC(=C1N)C=C(C)C)C N4-cyclopentyl-2-methyl-6-(2-methylprop-1-enyl)pyrimidine-4,5-diamine